FC=1C(=CC(=NC1)OC)C1=CC(=NN1)C(=O)N1C(CC(C(C1)C)C(=O)NC1CCC(CC1)(C(F)(F)F)O)C 1-(5-(5-fluoro-2-methoxypyridin-4-yl)-1H-pyrazole-3-carbonyl)-N-((1r,4S)-4-hydroxy-4-(trifluoromethyl)cyclohexyl)-2,5-dimethylpiperidine-4-carboxamide